ClC=1C(=C(C=CC1)C[C@@H]1N(CC([C@@H]1NS(=O)(=O)CC)(F)F)C(=O)C1CC(C1)F)F N-{(2S,3R)-2-[(3-chloro-2-fluorophenyl)methyl]-4,4-difluoro-1-[(1s,3R)-3-fluorocyclobutane-1-carbonyl]pyrrolidin-3-yl}ethanesulfonamide